CC=1C=C(C=C(C1)C)S(=O)(=O)O 3,5-dimethylbenzenesulfonic acid